6-aminonicotinic acid methyl ester COC(C1=CN=C(C=C1)N)=O